9,9'-(2,6-bis(4-(3,6-dimethyl-9H-carbazol-9-yl)phenyl)-4-(2-(2,6-diphenylpyridin-3-yl)phenyl)pyridine-3,5-diyl)bis(9H-carbazole-3,6-dicarbonitrile) CC=1C=CC=2N(C3=CC=C(C=C3C2C1)C)C1=CC=C(C=C1)C1=NC(=C(C(=C1N1C2=CC=C(C=C2C=2C=C(C=CC12)C#N)C#N)C1=C(C=CC=C1)C=1C(=NC(=CC1)C1=CC=CC=C1)C1=CC=CC=C1)N1C2=CC=C(C=C2C=2C=C(C=CC12)C#N)C#N)C1=CC=C(C=C1)N1C2=CC=C(C=C2C=2C=C(C=CC12)C)C